ClC1=C(C=C2C=C(N=CC2=C1)NC(=O)C1C(C1)C=1C=NN(C1C(F)(F)F)C)N1CC[NH+](CC1)C1(COCC1F)C N-[7-chloro-6-[4-(4-fluoro-3-methyl-tetrahydrofuran-3-yl)piperazin-4-ium-1-yl]-3-isoquinolyl]-2-[1-methyl-5-(trifluoromethyl)pyrazol-4-yl]cyclopropanecarboxamide